Cl.N[C@@H](CCCCN)C(=O)O lysine-monohydrochloride